5-bromo-3-tert-butyl-N-(4-cyanophenyl)-2-hydroxybenzoamide BrC=1C=C(C(=C(C(=O)NC2=CC=C(C=C2)C#N)C1)O)C(C)(C)C